Cl.CC(C#N)(C)C1=C(C=CC=C1)[C@H]1NCCC1 2-methyl-2-{2-[(2S)-pyrrolidin-2-yl]phenyl}propanenitrile hydrochloride